N[C@H]1CN(CCC1)C1=C2C=CNC2=C(C=C1)C(=O)N (R)-4-(3-aminopiperidin-1-yl)-1H-indole-7-carboxamide